COCCOC1=CC=C(C=C1)S(=O)(=O)N 4-(2-methoxyethoxy)benzenesulfonamide